(3-ethyloxetan-3-yl)methyl methacrylate C(C(=C)C)(=O)OCC1(COC1)CC